C1(CC1)NC(=O)C=1C=C(C2=C(C(CO2)C2CCOCC2)C1)C(=O)NC N5-Cyclopropyl-N7-methyl-3-(tetrahydro-2H-pyran-4-yl)-2,3-dihydrobenzofuran-5,7-dicarboxamid